NC=1SCC(N1)=O 2-amino-4,5-dihydrothiazol-4-one